4-(4-methylpiperazin-1-yl)-2-(piperidin-1-yl)aniline CN1CCN(CC1)C1=CC(=C(N)C=C1)N1CCCCC1